CC=1C(=C(C=C(C1)C)O)C1=CC2=C(N=N1)C(=CN2)C2CN(CCC2)C 3,5-dimethyl-2-[7-(1-methyl-3-piperidyl)-5H-pyrrolo[3,2-c]pyridazin-3-yl]phenol